cyclopentyl-oxadiazine C1(CCCC1)C1=NNOC=C1